C=CC=C but-1,3-diene